4-Ethenyl-1-methylcyclohexene C(=C)C1CC=C(CC1)C